C1(CC1)C1=NC=NC(=C1C1=NC=C(C(=N1)NCC1=CC=C(C=C1)C=1N(C=C(N1)C(F)(F)F)C)C(=O)O)OC 4'-Cyclopropyl-6'-methoxy-4-((4-(1-methyl-4-(trifluoromethyl)-1H-imidazol-2-yl)benzyl)Amino)-[2,5'-bipyrimidine]-5-carboxylic acid